Ethyl 2-(3-methoxyisoxazol-5-yl)acetate COC1=NOC(=C1)CC(=O)OCC